C(C=C)(=O)N1C[C@H](CC1)N1C(C(=NC=2C=NC(=NC12)NC1=C(C=C(C=C1)N1CCN(CC1)C)OC)C1CCCCC1)=O (S)-8-(1-acryloyl-3-pyrrolidinyl)-6-cyclohexyl-2-((2-methoxy-4-(4-methyl-1-piperazinyl)phenyl)amino)-7(8H)pteridinone